N-(5-amino-2-methylpyridin-3-yl)-2-(6,7-dihydro-4H-pyrazolo[5,1-c][1,4]oxazin-3-yl)pyrazolo[5,1-b]thiazole-7-carboxamide NC=1C=C(C(=NC1)C)NC(=O)C=1C=NN2C1SC(=C2)C=2C=NN1C2COCC1